2-(4-fluorophenyl)-3,3-dimethyl-2-((phenylthio)methyl)oxirane FC1=CC=C(C=C1)C1(OC1(C)C)CSC1=CC=CC=C1